C1(=CC=C(C=C1)C1=NC(=NC(=N1)C1=CC=CC=C1)C1=CC=CC=2C=3C=CC4=C(C3NC12)C1=CC=CC=C1C41C4=CC=CC=C4C=4C=CC=CC41)C4=CC=CC=C4 4-([1,1'-biphenyl]-4-yl)-6-(phenyl)-1,3,5-triazin-2-yl-12'H-spiro[fluorene-9,7'-indeno[1,2-a]carbazole]